NC1CCC(CC1)NC1=NC2=C(C=C(C=C2C=N1)N1CC(=NC=C1)NS(=O)(=O)C1=C(C=CC=C1)Cl)CC N-(4-(2-(((1r,4r)-4-aminocyclohexyl)amino)-8-ethylquinazolin-6-yl)pyrazin-2-yl)-2-chlorobenzenesulfonamide